OP(O)OP(O)O.OP(O)OP(O)O.C(C)(C)(C)C1=C(C(=CC(=C1)C(O)(C(CO)(CO)CO)C1=CC(=C(C(=C1)C(C)(C)C)C)C(C)(C)C)C(C)(C)C)C bis(2,6-di-t-butyl-4-tolyl)pentaerythritol bis-diphosphite